C(C)(C)(C)OC(=O)NCCC(=O)NC=1N=C(N(C1)C)C(=O)NCCC(=O)OCC Ethyl 3-[(4-{3-[(tert-butoxycarbonyl)amino]propanamido}-1-methylimidazol-2-yl)formamido]propanoate